4-(4-bromo-3-hydroxymethylphenoxy)benzonitrile BrC1=C(C=C(OC2=CC=C(C#N)C=C2)C=C1)CO